2-Bromo-3,4-difluoro-1-nitrobenzene BrC1=C(C=CC(=C1F)F)[N+](=O)[O-]